2,4,6-Trideoxy-2,4-diamino-D-glucopyranose N[C@H]1C(O)O[C@@H]([C@H]([C@@H]1O)N)C